N-(4-chloro-3-(3-fluoro-1H-pyrazol-1-yl)phenyl)-1,1-diphenylmethanimine ClC1=C(C=C(C=C1)N=C(C1=CC=CC=C1)C1=CC=CC=C1)N1N=C(C=C1)F